[Na+].O(P([O-])(=O)OP(=O)([O-])OP(=O)([O-])[O-])C[C@H]1S[C@H]([C@@H]([C@@H]1O)O)N1C(NC(C=C1)=O)=O.[Na+].[Na+].[Na+] ((2R,3S,4R,5R)-5-(2,4-Dioxo-3,4-dihydropyrimidin-1(2H)-yl)-3,4-dihydroxytetra-hydrothiophen-2-yl)methyl triphosphate sodium salt